1-S-(5-bromopentyl)ethanethioate BrCCCCCS=C(C)[O-]